CN1CCN(CC1)S(=O)(=O)C1=CC=C(C=C1)NC(C)=O N-(4-((4-methylpiperazin-1-yl)sulphonyl)phenyl)acetamide